BrC=1C(=C(C(=O)Cl)C=CC1)F 3-bromo-2-fluoro-benzoyl chloride